4-bromo-5-methyl-1H-imidazole BrC=1N=CNC1C